O=C1NC2=CC(=CN=C2C2=C1SC=C2)C(=O)OC methyl 6-oxo-5,6-dihydrothieno[2,3-c][1,5]naphthyridine-3-carboxylate